BrC1=C(C=C(CNC(=O)[C@@H]2N(CCOC2)C(=O)OC(C)(C)C)C=C1F)F tert-butyl (R)-3-((4-bromo-3,5-difluorobenzyl)carbamoyl)morpholine-4-carboxylate